4,4-bis(4-hydroxyphenyl)valeric acid OC1=CC=C(C=C1)C(CCC(=O)O)(C)C1=CC=C(C=C1)O